C(C)(C)(C)OC(=O)N1C(CCCC1)OC=1C(=C2C(=NC1)N(C=C2)[Si](C(C)C)(C(C)C)C(C)C)C=2C=NC=C(C2)C2=CC=C(C=C2)N2C(CCC2)=O [4-[5-[4-(2-oxopyrrolidin-1-yl)phenyl]-3-pyridinyl]-1-triisopropylsilyl-pyrrolo[2,3-b]pyridin-5-yl]oxypiperidine-1-carboxylic acid tert-butyl ester